3-(6-(3-oxotetrahydro-1H-pyrrolo[1,2-c]imidazol-2(3H)-yl)-2-azabicyclo[2.2.1]heptan-2-yl)-1,2,4-triazine-6-carboxamide O=C1N(CC2N1CCC2)C2CC1CN(C2C1)C=1N=NC(=CN1)C(=O)N